(2-amino-2-oxo-ethyl)-[2-[2-(tert-butoxycarbonylamino)ethoxy]ethyl]-dimethyl-ammonium bromide [Br-].NC(C[N+](C)(C)CCOCCNC(=O)OC(C)(C)C)=O